2-acrylamidoglycolic acid C(C=C)(=O)NC(C(=O)O)O